2-(5-(aminomethyl)-1,3,4-oxadiazol-2-yl)-N-((3S,4R)-3-fluoro-1-methylpiperidin-4-yl)-1-(2,2,2-trifluoroethyl)-1H-indol-4-amine NCC1=NN=C(O1)C=1N(C=2C=CC=C(C2C1)N[C@H]1[C@H](CN(CC1)C)F)CC(F)(F)F